C(CCCCCCCC)OC(CCCCCCCN(CC(=O)O)CCCCCCCC(=O)OC(CCCCCCCC)CCCCCCCCC)=O N-(8-(nonyloxy)-8-oxooctyl)-N-(8-(octadecan-9-yloxy)-8-oxooctyl)glycine